FC1=C(C(=C(C(=C1F)C(F)(F)F)F)F)O 2,3,5,6-tetrafluoro-4-(trifluoromethyl)phenol